2-[3-(3-methyl-4-phenyl-pyrazol-1-yl)-1-[2-[[1-[2-(4-methylpiperazin-1-yl)-2-oxo-ethyl]pyrazol-4-yl]amino]-[1,2,4]triazolo[1,5-a]pyridin-8-yl]azetidin-3-yl]acetonitrile CC1=NN(C=C1C1=CC=CC=C1)C1(CN(C1)C=1C=2N(C=CC1)N=C(N2)NC=2C=NN(C2)CC(=O)N2CCN(CC2)C)CC#N